2-(9-ethyl-6-((2S,5R)-4-(1-(6-isopropoxypyridin-2-yl)ethyl)-2,5-dimethylpiperazin-1-yl)-3-methyl-2-oxo-3,9-dihydro-2H-purin-8-yl)acetonitrile C(C)N1C=2N(C(N=C(C2N=C1CC#N)N1[C@H](CN([C@@H](C1)C)C(C)C1=NC(=CC=C1)OC(C)C)C)=O)C